L-5-nitroacenaphthylene [N+](=O)([O-])C1=CC=C2C=CC=3C=CC=C1C32